O=C1NC(CC[C@@H]1N1C(C2=CC=C(C=C2C1)C=1CCN(CC1)C(=O)O)=O)=O 4-[2-[(3S)-2,6-dioxo-3-piperidinyl]-1-oxo-isoindolin-5-yl]-3,6-dihydro-2H-pyridine-1-carboxylic acid